CN(C)C(C)Br N,N-dimethylaminobromoethane